(2,2-dioxo-2lambda6-thia-7-azaspiro[3.5]nonan-7-yl)-[3-[4-(2,2,2-trifluoroethyl)phenyl]azetidin-1-yl]methanone O=S1(CC2(C1)CCN(CC2)C(=O)N2CC(C2)C2=CC=C(C=C2)CC(F)(F)F)=O